4-[[3-[4-(difluoromethoxy)-2,3-difluorophenyl]imidazo[1,2-a]pyrazin-8-yl]amino]-2-ethyl-N-(pyrrolidin-3-ylmethyl)benzamide FC(OC1=C(C(=C(C=C1)C1=CN=C2N1C=CN=C2NC2=CC(=C(C(=O)NCC1CNCC1)C=C2)CC)F)F)F